O=C1NC(CC[C@H]1N1C(C2=CC=C(C=C2C1=O)N1CCC(CC1)NC(C1=CC=CC=C1)=O)=O)=O |r| N-(1-{2-[(3RS)-2,6-DIOXOPIPERIDIN-3-YL]-1,3-DIOXO-2,3-DIHYDRO-1H-ISOINDOL-5-YL}PIPERIDIN-4-YL)BENZAMIDE